C(CCCCCCC\C=C/C\C=C/CCCCC)(=O)OCC(COC(CCC(OCCCC\C=C/CC)OCCCC\C=C/CC)=O)COC(=O)OCCC1N(CCC1)C 3-((4,4-bis(((Z)-oct-5-en-1-yl)oxy)butanoyl)oxy)-2-((((2-(1-methylpyrrolidin-2-yl)ethoxy)carbonyl)oxy)methyl)propyl (9Z,12Z)-octadeca-9,12-dienoate